4-(2-trimethylsiloxydimethylsilyl-ethyl)-1,3-dioxolane-2-one C[Si](O[Si](CCC1OC(OC1)=O)(C)C)(C)C